tert-Butyl 4-[4-[3-cyano-4-[1-[5-(difluoromethyl)-3-pyridyl]ethoxy]pyrazolo[1,5-a]pyridin-6-yl]-5-methyl-triazol-1-yl]piperidine-1-carboxylate C(#N)C=1C=NN2C1C(=CC(=C2)C=2N=NN(C2C)C2CCN(CC2)C(=O)OC(C)(C)C)OC(C)C=2C=NC=C(C2)C(F)F